(5-chloro-4-(2-(3-cyano-4-(3-(5-(((2-hydroxyethyl) amino) methyl) pyridinylamino)-2-methylphenylmethyl) pyridin-2-yl) vinyl)-2-methylbenzyl) piperidine-2-carboxylate N1C(CCCC1)C(=O)OCC1=C(C=C(C(=C1)Cl)C=CC1=NC=CC(=C1C#N)CC1=C(C(=CC=C1)NC1=NC=C(C=C1)CNCCO)C)C